hexa(bromomethyl)benzene tert-butyl-N-(2-{2-[2-(2,5-dioxo-2,5-dihydro-1H-pyrrol-1-yl)ethoxy]ethoxy}ethyl)carbamate C(C)(C)(C)OC(NCCOCCOCCN1C(C=CC1=O)=O)=O.BrCC1=C(C(=C(C(=C1CBr)CBr)CBr)CBr)CBr